CC=CC=CCC=CCCCCCCCC 2,4,7-hexadecatriene